anthracene-d24 C1(C(C(C(C2(C(C3(C(C(C(C(C3(C(C12[2H])([2H])[2H])[2H])([2H])[2H])([2H])[2H])([2H])[2H])([2H])[2H])[2H])([2H])[2H])[2H])([2H])[2H])([2H])[2H])([2H])[2H])([2H])[2H]